CCCCCCCCCCCCCCCCCC(=O)OC[C@H](COP(=O)([O-])O[C@@H]1[C@@H]([C@@H]([C@H]([C@@H]([C@H]1O)OP(=O)([O-])[O-])O)O)O)OC(=O)CCCCCCC/C=C\\C/C=C\\CCCCC The molecule is a 1-phosphatidyl-1D-myo-inositol 5-phosphate(3-) obtained by deprotonation of the phosphate OH groups of 1-stearoyl-2-linoleoyl-sn-glycero-3-phospho-1D-myo-inositol 5-phosphate; major species at pH 7.3. It is a conjugate base of a 1-stearoyl-2-linoleoyl-sn-glycero-3-phospho-1D-myo-inositol 5-phosphate.